IC=1C=NC(=NC1)NC=1C(=NN(C1)C1CCOCC1)OC 5-iodo-N-(3-methoxy-1-(tetrahydro-2H-pyran-4-yl)-1H-pyrazol-4-yl)pyrimidin-2-amine